1-((3s,4r)-4-(3-fluorophenyl)-1-(2-methoxyethyl)pyrrolidin-3-yl)-3-(4-methyl-3-(2-methylpyrimidin-5-yl)-1-phenyl-1H-pyrazol-5-yl)urea FC=1C=C(C=CC1)[C@H]1[C@@H](CN(C1)CCOC)NC(=O)NC1=C(C(=NN1C1=CC=CC=C1)C=1C=NC(=NC1)C)C